4-((1-((3-chloro-5-fluoro-1H-indol-6-yl)sulfonyl)azetidin-3-yl)(methyl)amino)phenol ClC1=CNC2=CC(=C(C=C12)F)S(=O)(=O)N1CC(C1)N(C1=CC=C(C=C1)O)C